3-methyl-10H-indolo[1,2-a]indol-10-one CC1=CC=C2C=C3N(C2=C1)C=1C=CC=CC1C3=O